[Br-].Br.NCC1=[N+](C2=C(N1CC)C=C(C=C2)C(=O)O)CC (aminomethyl)-6-carboxy-1,3-diethyl-1H-1,3-benzodiazol-3-ium hydrobromide bromide